The molecule is a steroid glucuronide anion that is the conjugate base of 5alpha-dihydrotestosterone 17-O-(beta-D-glucuronide) arising from deprotonation of the carboxylic acid function; major species at pH 7.3. It is a steroid glucosiduronic acid anion, a beta-D-glucosiduronate and a monocarboxylic acid anion. It is a conjugate base of a 5alpha-dihydrotestosterone 17-O-(beta-D-glucuronide). C[C@]12CCC(=O)C[C@@H]1CC[C@@H]3[C@@H]2CC[C@]4([C@H]3CC[C@@H]4O[C@H]5[C@@H]([C@H]([C@@H]([C@H](O5)C(=O)[O-])O)O)O)C